CC1=C(N=C(O1)C1=C(C=CC=C1[2H])[2H])CC(O)([2H])[2H] 2-(5-methyl-2-(phenyl-2,6-d2)oxazol-4-yl)ethan-1,1-d2-1-ol